Sodium thiomethoxide C[S-].[Na+]